1-anthrol C1(=CC=CC2=CC3=CC=CC=C3C=C12)O